O=C1C(C(CCC1)C(=O)[O-])=O dioxocyclohexanecarboxylate